N-(5-(6-((1S,4S)-2-oxa-5-azabicyclo[2.2.1]heptan-5-yl)pyridazin-3-yl)-4-((2-(1,1-difluoroethyl)pyrimidin-4-yl)amino)pyridin-2-yl)acetamide [C@@H]12OC[C@@H](N(C1)C1=CC=C(N=N1)C=1C(=CC(=NC1)NC(C)=O)NC1=NC(=NC=C1)C(C)(F)F)C2